5-fluoro-N-(3-nitrophenyl)benzo[d]oxazol-2-amine FC=1C=CC2=C(N=C(O2)NC2=CC(=CC=C2)[N+](=O)[O-])C1